3,5-dibromobenzene-1,2-diamine BrC1=C(C(=CC(=C1)Br)N)N